ClC=1C=CC(=C(C1)[C@H]1C[C@H](C1)NC(=O)C=1C=NN(C1)[C@H](C)C=1N=NC(=CC1C)N1C([C@@H]2C[C@@H]2C1)=O)C#N |o1:19| N-((cis)-3-(5-chloro-2-cyanophenyl)cyclobutyl)-1-((R or S)-1-(4-methyl-6-((1R,5S)-2-oxo-3-azabicyclo[3.1.0]hexan-3-yl)pyridazin-3-yl)ethyl)-1H-pyrazole-4-carboxamide